C(C1=CC=CC=C1)OC(=O)N1CC(C1)C1=NC(=C2N1CCN(C2)C(NC)=O)C=2C=C1C(=NN(C1=CC2)C)C=2C=NN(C2)C 3-(1-(1-methyl-3-(1-methyl-1H-pyrazol-4-yl)-1H-indazol-5-yl)-7-(methylcarbamoyl)-5,6,7,8-tetrahydroimidazo[1,5-a]pyrazin-3-yl)azetidine-1-carboxylic acid benzyl ester